N1=C(C=CC=2NCCCC12)C1(CC2(CC2)C1)C1=NC2=C(N1)C=C(C=C2)C#N 2-(5-(5,6,7,8-tetrahydro-1,5-naphthyridin-2-yl)spiro[2.3]hexan-5-yl)-1H-benzo[d]imidazole-6-carbonitrile